2-bromo-N-(5-((2-(2,2-dimethylpyrrolidin-1-yl)ethyl)carbamoyl)-2-methylpyridin-3-yl)pyrazolo[5,1-b]Thiazole-6-carboxamide BrC1=CN2C(S1)=CC(=N2)C(=O)NC=2C(=NC=C(C2)C(NCCN2C(CCC2)(C)C)=O)C